C(C)(C)(C)OC(=O)N1CCC(CC1)CNC1=C2C(=NC=C1NC(CCOC)=O)C=CS2.OC2(CCN(CC2)S(=O)(=O)C)C(=O)N 4-hydroxy-1-(methylsulfonyl)piperidine-4-carboxamide tert-butyl-4-[({6-[(3-methoxypropionyl)amino]thieno[3,2-b]pyridin-7-yl}amino)methyl]hexahydropyridine-1-carboxylate